(R)-N-(4-(4-(2-methoxyethyl)-2-methylpiperazin-1-yl)pyridin-2-yl)-5-(pyridin-4-yl)thiazolo[5,4-b]pyridin-2-amine COCCN1C[C@H](N(CC1)C1=CC(=NC=C1)NC=1SC2=NC(=CC=C2N1)C1=CC=NC=C1)C